Methyl 2-((((trans-4-((3-(1-cyclopropyl-1H-pyrazol-4-yl)phenyl)((trans-4-(4-methoxy-3-methylphenyl)cyclohexyl)methyl)carbamoyl)-cyclohexyl)oxy)carbonyl)amino)acetate C1(CC1)N1N=CC(=C1)C=1C=C(C=CC1)N(C(=O)[C@@H]1CC[C@H](CC1)OC(=O)NCC(=O)OC)C[C@@H]1CC[C@H](CC1)C1=CC(=C(C=C1)OC)C